5-cyclopropyl-3-(2-(trifluoromethoxy)phenyl)-4-((((1R,3R,5S)-8-(4-((trimethylsilyl)ethynyl)phenyl)-8-azabicyclo[3.2.1]octan-3-yl)oxy)methyl)isoxazole C1(CC1)C1=C(C(=NO1)C1=C(C=CC=C1)OC(F)(F)F)COC1C[C@H]2CC[C@@H](C1)N2C2=CC=C(C=C2)C#C[Si](C)(C)C